COC=1C=C(C=CC1OC)[C@@H](C1CCN(CC1)C(=O)N1C[C@@H]2[C@@H](OCC(N2)=O)CC1)C1=NC=CC=C1 |o1:10| (4aR,8aS)-6-[4-[(R or S)-(3,4-dimethoxyphenyl)-(2-pyridyl)methyl]piperidine-1-carbonyl]-4,4a,5,7,8,8a-hexahydropyrido[4,3-b][1,4]oxazin-3-one